6-hexyl-2,4-dimethylquinoline-3-carboxylic acid C(CCCCC)C=1C=C2C(=C(C(=NC2=CC1)C)C(=O)O)C